N-Boc-2-(1-chlorophenyl-1H-pyrazol-3-yloxy)ethylamine C(=O)(OC(C)(C)C)NCCOC1=NN(C=C1)C1(CC=CC=C1)Cl